BrC=1C(=C(C=CC1)N1N=CN=C1)C 2-(3-bromo-2-methyl-phenyl)-[1,2,4]triazol